FC1(CC2(C1)C[C@H](N(CC2)CC2=C1C=CNC1=C(C=C2OC)C)C2=C(C=C(C(=O)O)C=C2)NC)F (S)-4-(2,2-Difluoro-7-((5-methoxy-7-methyl-1H-indol-4-yl)methyl)-7-azaspiro[3.5]nonan-6-yl)-3-(methylamino)benzoic acid